(Z)-1-bromooct-3-ene BrCC\C=C/CCCC